3,5-dimethyl-4,4-diamino-cyclohexylmethane CC1CC(CC(C1(N)N)C)C